(S)-N-(5-(cyclopropylmethoxy)pyridin-2-yl)-2-((R)-3-hydroxy-3-(trifluoromethyl)pyrrolidin-1-yl)propanamide C1(CC1)COC=1C=CC(=NC1)NC([C@H](C)N1C[C@](CC1)(C(F)(F)F)O)=O